(R)-2-(5-amino-2-(furan-2-yl)-7H-pyrazolo[4,3-e][1,2,4]triazolo[1,5-c]pyrimidin-7-yl)-N-((1R,4R)-1-oxotetrahydro-2H-thiopyran-4-yl)-2-phenylpropionamide NC1=NC2=C(C=3N1N=C(N3)C=3OC=CC3)C=NN2[C@](C(=O)NC2CCS(CC2)=O)(C)C2=CC=CC=C2